C[C@@H]1CN(CC2N1CC[C@H](C2)C=2C=NC(=CC2)N2CCNCC2)C2=C1C=CC=NC1=C(C=C2)C#N 5-[(4R,8R)-4-methyl-8-(6-piperazin-1-yl-3-pyridyl)-1,3,4,6,7,8,9,9a-octahydropyrido[1,2-a]pyrazin-2-yl]quinoline-8-carbonitrile